1-(TETRAHYDROPYRANYLOXY)CYCLOPROPANECARBALDEHYDE C1CCOC(C1)OC2(CC2)C=O